C(CCCC)C1CCC(CC1)C1CCC(CC1)C1=CC=C(C=C1)C(=CC(=O)O)C 3-[4-[(trans,trans)-4'-pentyl[1,1'-bicyclohexyl]-4-yl]phenyl]-2-butenoic acid